OC1(CC(C1)N1C=NC2=C1C(=CC(=C2)O[C@H](CN2CCC1(CC2)C(NC2=CC=C(C=C21)Cl)=O)C)C(F)(F)F)C 1'-[(S)-2-{1-[(cis)-3-hydroxy-3-methylcyclobutyl]-7-(trifluoromethyl)-1H-1,3-benzimidazol-5-yloxy}propyl]-5-chlorospiro[indoline-3,4'-piperidin]-2-one